CCC/C=C\\C=O The molecule is a 2-hexenal in which the olefinic double bond has Z configuration. It has a role as a plant metabolite.